4-chloroimidazo[1,2-a]quinoxaline ClC=1C=2N(C3=CC=CC=C3N1)C=CN2